FC(C)(F)[C@@]1(C[C@H]([C@@H](O1)C(=O)NC1=CC(=NC=C1)C(=O)N)C1=C(C(=C(C=C1)F)F)OC)C |o1:4,6,7| rel-(2R,3S,5S)-4-[[5-(1,1-difluoroethyl)-3-(3,4-difluoro-2-methoxy-phenyl)-5-methyltetrahydrofuran-2-carbonyl]amino]pyridine-2-carboxamide